4-methyl-N-[[3-methyl-2-(5-methylpyrimidin-4-yl)-1H-indol-5-yl]methyl]pyrimidine-5-carboxamide CC1=NC=NC=C1C(=O)NCC=1C=C2C(=C(NC2=CC1)C1=NC=NC=C1C)C